O.[Sn] TiN water